CN(CCCNC1=CC=CC=2C(C3=CC=CC=C3C(C12)=O)=O)C 1-((3-(dimethylamino)propyl)amino)anthracene-9,10-dione